[N+](=[N-])=CC(CC[C@@H](C(=O)OC(C)C)NC([C@@H](C=1N(C=CN1)C)OC)=O)=O isopropyl (S)-6-diazo-2-((R)-2-methoxy-2-(1-methyl-1H-imidazol-2-yl)acetamido)-5-oxohexanoate